(3-((2-((diethylamino)methyl)benzyl)carbamoyl)phenyl)hexanediamide C(C)N(CC)CC1=C(CNC(=O)C=2C=C(C=CC2)C(C(=O)N)CCCC(=O)N)C=CC=C1